(acetoxy) (phenyl)-λ3-iodoacetate C1(=CC=CC=C1)C(C(=O)OOC(C)=O)[IH2]